C1(=CC=C(C=C1)C=1NC2=C(N1)C=CC=C2)C=2NC1=C(N2)C=CC=C1 p-phenylene-benzodiimidazole